cyclohexanecarbonyl chloride C1(CCCCC1)C(=O)Cl